C1CC1N[C@H](C2=CC=C(C=C2)C3=CC=C(O3)C4=CC=C(C=C4)[C@@H](N)NC5CC5)N The molecule is a substituted diphenylfuran in which two amino(cyclopropylamino)methyl substituents are located at the two para-positions on the phenyl rings. It is a substituted diphenylfuran and an aminal. It derives from a hydride of a 2,5-diphenylfuran.